CCCCCCCCCCCCCCCCCCCCCCCCC(=O)N[C@@H](CO[C@H]1[C@@H]([C@H]([C@@H]([C@H](O1)CO)O)O)O)[C@@H](/C=C/CCCCCCCCCC(C)C)O The molecule is an N-acyl-1-O-beta-D-glucosyl-15-methylhexadecasphing-4-enine in which the acyl group has 25 carbons and 0 double bonds. It derives from a 15-methylhexadecasphing-4-enine.